F[C@H]1C[C@H](NC1)CN1CCCC2=C1N=NC(=C2)C2=C(C=C(C=C2C)C(F)(F)F)O 2-(8-(((2S,4S)-4-fluoropyrrolidin-2-yl)methyl)-5,6,7,8-tetrahydropyrido[2,3-c]pyridazin-3-yl)-3-methyl-5-(trifluoromethyl)phenol